2-(2-Fluoroxanthenyl)benzofuran FC1=CC=2C(C3=CC=CC=C3OC2C=C1)C=1OC2=C(C1)C=CC=C2